OC(C#CC1=C2C=NNC2=C(C=C1)C(=O)O)(C)C 4-(3-hydroxy-3-methylbutan-1-yn-1-yl)-1H-indazole-7-carboxylic acid